C(C)OC(C)OC(C=C)(CCC=C(C)C)C 3-(1-ethoxyethoxy)-3,7-dimethyloct-1,6-diene